ClC=1C=CC(=C(C1)O)C=1C=2N(C(=NN1)N[C@H]1CN(CCC1)CC(F)(F)F)C=NC2 5-chloro-2-(4-{[(3R)-1-(2,2,2-trifluoroethyl)piperidin-3-yl]amino}imidazo[1,5-d][1,2,4]triazin-1-yl)phenol